C(C)(C)(C)OC(=O)N1CCN(CC1)C1=NC(=C(C=C1)Br)C(F)F 4-[5-bromo-6-(difluoromethyl)-2-pyridinyl]piperazine-1-carboxylic acid tert-butyl ester